NC1=NC2=C(N1CC1=CC(=C(C=C1)OCC=1C=NC(=CC1)OC)OC)C=CC(=C2)N2C(CN(CC2)C)=O 1-(2-Amino-1-(3-methoxy-4-((6-methoxypyridin-3-yl)methoxy)benzyl)-1H-benzo[d]imidazol-5-yl)-4-methylpiperazin-2-one